N-[4-amino-1-(2-trimethylsilylethoxymethyl)pyrazolo[4,3-c]pyridin-7-yl]-2-oxo-2-[(2R,5S)-2-(5-fluoro-3-pyridyl)-5-methyl-1-piperidyl]acetamide NC1=NC=C(C2=C1C=NN2COCC[Si](C)(C)C)NC(C(N2[C@H](CC[C@@H](C2)C)C=2C=NC=C(C2)F)=O)=O